CN1N=C2C(=C(C(=CC2=C1)C=1SC2=C(N1)SC(=C2)C2CCNCC2)O)C 2,7-dimethyl-5-[5-(piperidin-4-yl)thieno[2,3-d][1,3]thiazol-2-yl]indazol-6-ol